C1=CC=C(C=C1)[C@@H](CCCl)O (R)-(+)-3-chloro-1-phenyl-1-propanol